2-[1-(3-dimethylaminopropyl)-5-methoxyindol-3-yl]-3-(1H-indol-3-yl)maleimide mesylate S(C)(=O)(=O)O.CN(CCCN1C=C(C2=CC(=CC=C12)OC)C=1C(=O)NC(C1C1=CNC2=CC=CC=C12)=O)C